7-AZABENZOTRIAZOL-1-YLOXYTRIS(DIMETHYLAMINO)PHOSPHONIUM HEXAFLUOROPHOSPHATE F[P-](F)(F)(F)(F)F.N1(N=NC2=C1N=CC=C2)O[P+](N(C)C)(N(C)C)N(C)C